methyl (S)-2-(2,5-difluoro-4-(6-((4-iodobenzyl)oxy)pyridin-2-yl)benzyl)-1-(oxetan-2-ylmethyl)-1H-benzo[d]imidazole-6-carboxylate FC1=C(CC2=NC3=C(N2C[C@H]2OCC2)C=C(C=C3)C(=O)OC)C=C(C(=C1)C1=NC(=CC=C1)OCC1=CC=C(C=C1)I)F